ClC=1C(N(C(C1Cl)=O)C1=CC=CC2=CC=CC=C12)=O 3,4-dichloro-1-(naphthalen-1-yl)-1H-pyrrole-2,5-dione